6-(4-Amino-4-methylpiperidin-1-yl)-3-(2-chloro-3-fluorophenyl)-1H-pyrazolo[3,4-d]pyrimidine-4-carboxamide NC1(CCN(CC1)C1=NC(=C2C(=N1)NN=C2C2=C(C(=CC=C2)F)Cl)C(=O)N)C